C(C)(C)(C)[Si](C1=CC=CC=C1)(C1=CC=CC=C1)OCCCCCCCC(CCCCCCCCC)CCOCC1=CC=C(C=C1)OC tert-butyl((8-(2-((4-methoxybenzyl)oxy)ethyl)heptadecyl)oxy)-diphenylsilane